3-(4-(2-ethyl-3-((4-(4-fluorophenyl)thiazol-2-yl)(methyl)amino)imidazo[1,2-a]pyridin-6-yl)piperazin-1-ylsulfonyl)propan-1-ol C(C)C=1N=C2N(C=C(C=C2)N2CCN(CC2)S(=O)(=O)CCCO)C1N(C)C=1SC=C(N1)C1=CC=C(C=C1)F